C(CCC)OC=1C=C(CC2NC(NC2)=O)C=CC1OC 4-(3-butoxy-4-methoxybenzyl)imidazolidone